(2S)-2-amino-3-[3-(trifluoromethyl)phenyl]propanoic acid N[C@H](C(=O)O)CC1=CC(=CC=C1)C(F)(F)F